NC1=C(C(=NN1C)C1CC2CC(CC2C1)CNC(COCCOCCNC(OC(C)(C)C)=O)=O)C(NC1=CC(=C(C=C1)F)Cl)=O tert-Butyl (2-(2-(2-(((5-(5-amino-4-((3-chloro-4-fluorophenyl)carbamoyl)-1-methyl-1H-pyrazol-3-yl)octahydropentalen-2-yl)methyl)amino)-2-oxoethoxy)ethoxy)ethyl)carbamate